ONC(=O)C1=CC2=C(CN([C@H](CO2)C)C(=O)OC2CCCC2)C=C1 Cyclopentyl (S)-8-(hydroxycarbamoyl)-3-methyl-2,3-dihydrobenzo[f][1,4]oxazepine-4(5H)-carboxylate